CN1N=C(C(=C1)C1=C2C(=NC=C1)NC=C2)C2=NC=C(C=C2)OC(F)(F)F 4-[1-methyl-3-[5-(trifluoromethoxy)-2-pyridinyl]pyrazol-4-yl]-1H-pyrrolo[2,3-b]pyridine